N5-(2-aminophenyl)-N2-(3,3-difluoropropyl)pyridine-2,5-diamine NC1=C(C=CC=C1)NC=1C=CC(=NC1)NCCC(F)F